((2-(1H-imidazol-4-yl)ethyl)amino)-3-((9H-carbazol-4-yl)oxy)propan-2-ol N1C=NC(=C1)CCNCC(COC1=CC=CC=2NC3=CC=CC=C3C12)O